4-fluoro-3-(1H-pyrazol-1-yl)phenol FC1=C(C=C(C=C1)O)N1N=CC=C1